C(CCC)OC(=O)N1C[C@@H](CCC1)CB1OC(C(O1)(C)C)(C)C.C[C@@H]1N(CCOC1)C=1C=NC(=CC1)[N+](=O)[O-] (S)-3-methyl-4-(6-nitropyridin-3-yl)morpholine butyl-(3R)-3-[(4,4,5,5-tetramethyl-1,3,2-dioxaborolan-2-yl)methyl]piperidine-1-carboxylate